CC1(OC2=C(C1)C=C(C(=C2)C2=CC=NC=C2)[N+](=O)[O-])CO (2-methyl-5-nitro-6-(pyridine-4-yl)-2,3-dihydrobenzofuran-2-yl)methanol